[N+](=O)([O-])C1=CC(=C(C=C1)NCC1(COC1)CO)C(F)(F)F (3-((4-nitro-2-(trifluoromethyl)phenylamino)methyl)oxetan-3-yl)methanol